FC1=CC(=C(C=C1)N(C(=O)C=1C=CC=2N(C1)C(=CN2)C=2C=CC(=NC2)NC(OC)=O)C)OC methyl N-[5-[6-[(4-fluoro-2-methoxy-phenyl)-methyl-carbamoyl]imidazo[1,2-a]pyridin-3-yl]-2-pyridyl]carbamate